3-Hydroxy-4-(anilino)benzoic acid n-octyl ester C(CCCCCCC)OC(C1=CC(=C(C=C1)NC1=CC=CC=C1)O)=O